6-(3-isopropyl-5-(piperidin-4-yl)-1H-indol-2-yl)-8-(prop-1-en-2-yl)imidazo[1,2-a]pyridine C(C)(C)C1=C(NC2=CC=C(C=C12)C1CCNCC1)C=1C=C(C=2N(C1)C=CN2)C(=C)C